2-methyl-5-((3-methyloxetan-3-yl)methoxy)benzofuran-3-carboxylic acid CC=1OC2=C(C1C(=O)O)C=C(C=C2)OCC2(COC2)C